fluoro-1,3-dimethylcyclohexane FC1(CC(CCC1)C)C